Cl.N1C=CC=2C1=NC=CC2N2CCSC(=C2)C(=O)N2C[C@H](CCCC2)N (S)-(4-(1H-pyrrolo[2,3-b]pyridin-4-yl)-3,4-dihydro-2H-1,4-thiazin-6-yl)(3-aminoazepan-1-yl)methanone hydrochloride